3,5'-dichloro-2'-(2-fluoro-3-(methylcarbamoyl)phenyl)-6-methyl-2-oxo-2H-[1,4'-bipyridin]-4-yl trifluoromethanesulfonate FC(S(=O)(=O)OC1=C(C(N(C(=C1)C)C1=CC(=NC=C1Cl)C1=C(C(=CC=C1)C(NC)=O)F)=O)Cl)(F)F